N-methyl-2-hydroxyl-ethylamine CNCCO